(racemic)-2-(4-acetyl-2-methylpiperazin-1-yl)-4-((2-(methylsulfonyl)phenyl)amino)pyrimidine-5-carboxamide C(C)(=O)N1C[C@H](N(CC1)C1=NC=C(C(=N1)NC1=C(C=CC=C1)S(=O)(=O)C)C(=O)N)C |r|